C1(CC12CCN(CC2)C(=O)OCC2=CC=CC=C2)C(=O)OCC 6-Benzyl 1-ethyl 6-azaspiro[2.5]octane-1,6-dicarboxylate